[Si](C)(C)(C(C)(C)C)OC1=C(C=CC=C1)/N=N/C=1C(=NC(=CC1)N)N (E)-3-((2-((tert-butyldimethylsilyl)oxy)phenyl)diazenyl)pyridine-2,6-diamine